ClC(C1(CC(=NO1)C(=O)OCC)C1=CC(=CC(=C1)Cl)Cl)(F)F ethyl 5-[chloro(di-fluoro)methyl]-5-(3,5-dichlorophenyl)-4H-isoxazole-3-carboxylate